COC(C1=CC(=CC=C1)C)=O methyl-3-methylbenzoate